(nitromethyl)methylsilane [N+](=O)([O-])C[SiH2]C